((1R,3s,5S)-8-(6-chloropyrido[2,3-b]pyrazin-2-yl)-8-azabicyclo[3.2.1]oct-3-yl)(methyl)carbamic acid tert-butyl ester C(C)(C)(C)OC(N(C)C1C[C@H]2CC[C@@H](C1)N2C=2N=C1C(=NC2)N=C(C=C1)Cl)=O